2-(2,4-dioxotetrahydropyrimidin-1(2H)-yl)-5-(hydroxymethyl)isoindoline-1,3-dione O=C1N(CCC(N1)=O)N1C(C2=CC=C(C=C2C1=O)CO)=O